2-Amino-7-fluoro-4-(5-fluoro-3-((2S,3S)-3-((2-fluoroethyl)amino)-2-methylpyrrolidin-1-yl)-7,9-dihydrofuro[3,4-f]quinazolin-6-yl)thieno[3,2-c]pyridine-3-carbonitrile NC1=C(C=2C(=NC=C(C2S1)F)C=1C2=C(C=3C=NC(=NC3C1F)N1[C@H]([C@H](CC1)NCCF)C)COC2)C#N